BrC1=NC2=C(C=C3C(CCN23)(C)C)N=C1 3-bromo-8,8-dimethyl-6H,7H,8H-pyrazino[2,3-b]pyrrolizine